1-(2-Pyrimidinyl)piperazine tantalum penta-tertiary butoxide CC(C)(C)[O-].CC(C)(C)[O-].CC(C)(C)[O-].CC(C)(C)[O-].CC(C)(C)[O-].[Ta+5].N1=C(N=CC=C1)N1CCNCC1